[Pb].O=C[C@@H](O)[C@H](O)[C@H](O)[C@@H](S)C 5-Thio-L-Fucose Lead